(1R,3R)-3-(5-methyl-2,4-dioxo-6-(prop-1-yn-1-yl)-1,4-dihydrothieno[2,3-d]pyrimidin-3(2H)-yl)cyclobutane-1-carboxylic acid CC1=C(SC=2NC(N(C(C21)=O)C2CC(C2)C(=O)O)=O)C#CC